O.ClC1=C(C(=O)N2COC3=C(C2)C=CC=C3C3=CC(=C(C(=O)O)C=C3F)N3C2COCC3CC2)C(=CC(=C1)N1CC2(C1)CC(C2)OC)Cl 4-[3-[2,6-dichloro-4-(6-methoxy-2-azaspiro[3.3]heptan-2-yl)benzoyl]-2,4-dihydro-1,3-benzoxazine-8-yl]-5-fluoro-2-(3-oxa-8-azabicyclo[3.2.1]octan-8-yl)benzoic acid hydrate